COC1=C(CNC2=NC=3C(=CC=CC3C=3N2N=C(N3)CN(C(C3=CC=C(C=C3)C(C)(C)O)=O)C)OC)C=CC(=C1)OC N-((5-((2,4-dimethoxybenzyl)amino)-7-methoxy-[1,2,4]triazolo[1,5-c]quinazolin-2-yl)methyl)-4-(2-hydroxypropan-2-yl)-N-methylbenzamide